4-[(2-chloro-6-methoxy-1H-1,3-benzodiazol-1-yl)sulfonyl]benzaldehyde ClC1=NC2=C(N1S(=O)(=O)C1=CC=C(C=O)C=C1)C=C(C=C2)OC